Ethyl (S)-5-(2-fluorophenyl)-6,7-dihydro-5H-pyrrolo[1,2-b][1,2,4]triazole-2-carboxylate FC1=C(C=CC=C1)[C@@H]1CCC=2N1N=C(N2)C(=O)OCC